N-[5-(2,4-dichlorophenyl)-1H-indazol-3-yl]-1-methylpiperidine-4-carboxamide hydrochloride Cl.ClC1=C(C=CC(=C1)Cl)C=1C=C2C(=NNC2=CC1)NC(=O)C1CCN(CC1)C